C(C=C)(=O)N1[C@H](CN(CC1)C=1C2=C(N=C(N1)OC[C@H]1N(CCC1)C)N=C(C(=C2)Cl)C2=CC=CC1=C2SC=C1)CC#N 2-((S)-1-acryloyl-4-(7-(benzo[b]thien-7-yl)-6-chloro-2-(((S)-1-methylpyrrolidin-2-yl)methoxy)pyridino[2,3-d]pyrimidin-4-yl)piperazin-2-yl)acetonitrile